C/C/1=C\\CC/C(=C/C[C@@H](CC1)C(=C)C=O)/C The molecule is a sesquiterpenoid resulting formally from germacrane by oxidation at C(12) together with dehydrogenation across the C(1)-C(10), C(4)-C(5) and C(11)-C(13) bonds. It derives from a hydride of a germacrene A.